methyl 4-((5-(benzyloxy)-1H-indol-1-yl)sulfonyl)benzoate C(C1=CC=CC=C1)OC=1C=C2C=CN(C2=CC1)S(=O)(=O)C1=CC=C(C(=O)OC)C=C1